[N+](=O)([O-])C=1C=C(C=CC1[N+](=O)[O-])N1CCN(CC1)C(=O)OC(C)(C)C tert-butyl 4-(3,4-dinitrophenyl)piperazine-1-carboxylate